5-bromo-4-methyl-3-nitro-1-(tetrahydropyran-4-ylmethyl)pyridin-2-one benzyl-8-fluoro-5-(4-piperidylidenemethyl)-3,4-dihydro-1H-isoquinoline-2-carboxylate C(C1=CC=CC=C1)OC(=O)N1CC2=C(C=CC(=C2CC1)C=C1CCNCC1)F.BrC=1C(=C(C(N(C1)CC1CCOCC1)=O)[N+](=O)[O-])C